[2-[tert-Butoxycarbonyl-(trideuteromethyl)amino]-4-isopropyl-7-oxo-thieno[2,3-d]pyridazin-6-yl]acetic acid ethyl ester C(C)OC(CN1N=C(C2=C(C1=O)SC(=C2)N(C([2H])([2H])[2H])C(=O)OC(C)(C)C)C(C)C)=O